((dimethylamino)methyl)-4-phenylisoindoline-2-carbonitrile CN(C)CC1N(CC2=C(C=CC=C12)C1=CC=CC=C1)C#N